N-((1R,2s,3S,5S,7S)-5-hydroxyadamantan-2-yl)pyrimidine-4-carboxamide OC12C[C@H]3C([C@H](CC(C1)C3)C2)NC(=O)C2=NC=NC=C2